FC(F)(F)CC(=O)N(N)C1=CC=C(C=C1)F trifluoromethyl-N-(4-fluorophenyl)acethydrazide